2,4-dihydroxyphenylpentanone OC1=C(C=CC(=C1)O)CC(CCC)=O